NC1=NC(=C(C=C1C=1C=C2CCNC(C2=C(C1)F)=O)C1=CC=C(C=C1)C1CCN(CC1)CCOC)F 6-(2-amino-6-fluoro-5-(4-(1-(2-methoxyethyl)piperidin-4-yl)phenyl)pyridin-3-yl)-8-fluoro-3,4-dihydroisoquinolin-1(2H)-one